2-[2-(2,5-dimethylphenoxymethyl)phenyl]-2-methoxy-N-methylacetamide CC1=C(OCC2=C(C=CC=C2)C(C(=O)NC)OC)C=C(C=C1)C